3-((2-acetamidophenyl)amino)-N-(4-ethylphenyl)acetamide C(C)(=O)NC1=C(C=CC=C1)NC=1C=C(C=CC1CC)NC(C)=O